tert-butyl (3S)-6-(3,6-dihydro-2H-pyran-5-yl)-3-methyl-3,4-dihydro-2H-pyridine-1-carboxylate O1CCC=C(C1)C1=CC[C@@H](CN1C(=O)OC(C)(C)C)C